C(C)(=O)C=1C=C(C=C(C1)C(C)=O)C(C1=CC=CC=C1)=O 3',5'-diacetyl-benzophenone